3-((7-chloro-5-fluoro-2,3-dioxo-3,4-dihydroquinoxalin-1(2H)-yl)methyl)azetidine-1-carboxylic acid tert-butyl ester C(C)(C)(C)OC(=O)N1CC(C1)CN1C(C(NC2=C(C=C(C=C12)Cl)F)=O)=O